6-bromo-2-cyclobutoxy-4-(1-ethoxyvinyl)nicotinic acid methyl ester COC(C1=C(N=C(C=C1C(=C)OCC)Br)OC1CCC1)=O